4-(2-hydroxy-2-methylpropyloxy)phenol OC(COC1=CC=C(C=C1)O)(C)C